ClC=1C=C(C#N)C=C(C1)C(C)(C)O 3-chloro-5-(2-hydroxypropan-2-yl)benzonitrile